[Si](C1=CC=CC=C1)(C1=CC=CC=C1)(C(C)(C)C)OC[C@@H]1[C@H](C1)C(=O)OCC ethyl (1S,2S)-2-[[tert-butyl(diphenyl)silyl] oxymethyl]cyclopropanecarboxylate